1-(2-bromo-4-(trifluoromethyl)benzoyl)-1,8-diazaspiro[4.5]Decane-8-carboxylic acid tert-butyl ester C(C)(C)(C)OC(=O)N1CCC2(CCCN2C(C2=C(C=C(C=C2)C(F)(F)F)Br)=O)CC1